butyl ((1r,4r)-4-formylcyclohexyl)carbamate C(=O)C1CCC(CC1)NC(OCCCC)=O